C(C=C)N(CCC1=CNC2=C(C=CC=C12)OC(C)=O)C acetic acid 3-(2-(allyl (methyl) amino) ethyl)-1H-indol-7-yl ester